FC1(CC(C1)(C)CN1N=C(C(=C1C(=O)NC1=CC(=NC=C1)S(=O)(=N)C)C(F)(F)F)C1C(C1)F)F 1-((3,3-Difluoro-1-methylcyclobutyl)methyl)-3-(2-fluorocyclopropyl)-N-(2-(S-methylsulfonimidoyl)pyridin-4-yl)-4-(trifluoromethyl)-1H-pyrazole-5-carboxamide